(S)-(3-(difluoromethyl)-1-methyl-1H-1,2,4-triazol-5-yl)(4-(4-fluoropyrazolo[1,5-a]pyridin-2-yl)-6,7-dihydro-1H-imidazo[4,5-c]pyridin-5(4H)-yl)methanone FC(C1=NN(C(=N1)C(=O)N1[C@@H](C2=C(CC1)NC=N2)C2=NN1C(C(=CC=C1)F)=C2)C)F